C(C)(C)C1=CC=C(C=C1)N(C1=CC=C2C=CC=3C(=CC=C4C=CC1=C2C34)N(C3=CC=C(C=C3)C(C)C)C3=CC=C(C=C3)C(C)C)C3=CC=C(C=C3)C(C)C N,N,N',N'-tetrakis(4-isopropylphenyl)pyrene-1,6-Diamine